tert-butyl 4-(3-bromo-2-(2-(4-chloro-2-fluorophenyl)-2-hydroxyethoxy)phenyl)piperazine-1-carboxylate BrC=1C(=C(C=CC1)N1CCN(CC1)C(=O)OC(C)(C)C)OCC(O)C1=C(C=C(C=C1)Cl)F